hexahydro-5H-benzo[d]naphtho[2,1-b]azepin-12-ol C1CCCC2CCC3=NC=CC4=C(C3=C12)C=C(C=C4)O